BrC1=CC=C(C=C1)C(CC1=CC=C(C=C1)Cl)NC(C(C)NC(OC(C)(C)C)=O)=O tert-butyl (1-((1-(4-bromophenyl)-2-(4-chlorophenyl)ethyl)amino)-1-oxopropan-2-yl)carbamate